2-(diphenylphosphino)phenyltriethoxysilane C1(=CC=CC=C1)P(C1=C(C=CC=C1)[Si](OCC)(OCC)OCC)C1=CC=CC=C1